ClC=1C=C(OC=2C(=C(N=NC2)C)C2=NOC[C@H](N2)CC2=CC(=C(C=C2)C)C)C=CC1 |r| (5RS)-3-[5-(3-chlorophenoxy)-3-methylpyridazin-4-yl]-5-(3,4-dimethylbenzyl)-5,6-dihydro-4H-1,2,4-oxadiazine